Triethylenetetramine Dihydrochloride Cl.Cl.NCCNCCNCCN